C(=O)(O)CSC[C@H](N)C(=O)O S-carboxylmethylcysteine